C[C@@H]1N(C[C@H](NC1)C)C=1C=2N(N(C(C1)=O)C)C=C(N2)COC 8-((2S,5R)-2,5-dimethylpiperazin-1-yl)-2-(methoxymethyl)-5-methylimidazo[1,2-b]pyridazin-6(5H)-one